ClC=1C=C(CNC2=NC(=NC3=CC=C(C=C23)C=2C(=NOC2C)C)N2CCN(CC2)C(C)=O)C=CC1 (4-(4-((3-chlorobenzyl)amino)-6-(3,5-dimethylisoxazol-4-yl)quinazoline-2-yl)piperazin-1-yl)ethanone